1-(3,3-Difluorotetrahydro-2H-pyran-4-yl)-1H-imidazo[4,5-c]Quinoline FC1(COCCC1N1C=NC=2C=NC=3C=CC=CC3C21)F